S1C=NC2=C1C=CC(=C2)NC2=CC=NC1=CC=C(C(=C21)F)C2=C(C=C(C(=O)N)C=C2)F 4-(4-(benzo[d]thiazol-5-ylamino)-5-fluoroquinolin-6-yl)-3-fluorobenzamide